COC(C1CCN(CC1)C1=C(C=C(C=C1)C1(C2(CCC3=CC(=CC=C13)OC)CCCC2)O)F)OC 1'-(4-(4-(Dimethoxymethyl)piperidin-1-yl)-3-fluorophenyl)-6'-methoxy-3',4'-dihydro-1'H-spiro[cyclopentane-1,2'-naphthalen]-1'-ol